4-(aminomethyl)-N-{3-[2-(4-chloro-3-fluorophenoxy)acetylamino]bicyclo[1.1.1]pentan-1-yl}pyridine-2-carboxamide NCC1=CC(=NC=C1)C(=O)NC12CC(C1)(C2)NC(COC2=CC(=C(C=C2)Cl)F)=O